S1C=NC=C1C=O 1,3-THIAZOLE-5-CARBALDEHYDE